4-fluoro-2-(5-{[(1R,3S,5S)-1-(fluoromethyl)-8-azabicyclo[3.2.1]octan-3-yl](methyl)amino}pyrazin-2-yl)-5-(1-methyl-1H-pyrazol-4-yl)phenol FC1=CC(=C(C=C1C=1C=NN(C1)C)O)C1=NC=C(N=C1)N(C)[C@@H]1C[C@]2(CC[C@@H](C1)N2)CF